NC[C@@H]1[C@H]2[C@@H]([C@@H]3[C@H](OCCCCN3C(C)=O)O1)OC(O2)(C)C 1-((3aS,4R,5aR,11aR,11bR)-4-(aminomethyl)-2,2-dimethyloctahydro-4H,11H-[1,3]dioxolo[4',5':4,5]pyrano[2,3-b][1,4]oxazocin-11-yl)ethan-1-one